ClCC(CSSCC(CCl)O)O 1,8-dichloro-2,7-dihydroxy-4,5-dithiaoctane